N1C[C@H](OCC1)CNS(=O)(=N)C N-((S)-morpholin-2-ylmethyl)methanesulfonimidamide